N'-benzoyl-N-tert-butylbenzohydrazide C(C1=CC=CC=C1)(=O)NN(C(C1=CC=CC=C1)=O)C(C)(C)C